(R)-2-(((2-((5-cyanopyrazin-2-yl)amino)-5-(trifluoromethyl)pyridin-4-yl)amino)methyl)morpholin-4-ium 3-carboxy-2-(carboxymethyl)-2-hydroxypropanoate C(=O)(O)CC(C(=O)[O-])(O)CC(=O)O.C(#N)C=1N=CC(=NC1)NC1=NC=C(C(=C1)NC[C@@H]1C[NH2+]CCO1)C(F)(F)F